O=C1NC=NN1 oxo-4,5-dihydro-1H-1,2,4-triazol